C(C1=CC=CC=C1)N1C[C@H]2[C@@H](C1)C(N[C@@H]2CC(=O)N)=O ((1R,3aS,6aR)-5-benzyl-3-oxooctahydropyrrolo[3,4-c]pyrrol-1-yl)acetamide